CO[C@@H]1C[C@@H](CC1)N1CC(NC2=NC=C(N=C21)C=2C(=NC(=CC2)C2=NN=CN2)C)=O 4-((1R,3S)-3-methoxycyclopentyl)-6-(2-methyl-6-(4H-1,2,4-triazol-3-yl)pyridin-3-yl)-3,4-dihydropyrazino[2,3-b]pyrazin-2(1H)-one